(R)-1-(hex-2-yl)-4-methoxybenzene C[C@H](CCCC)C1=CC=C(C=C1)OC